C1(=CC=CC=C1)OC(=O)N1C[C@@H](CC=C1)C1=C(C=CC=C1)F Phenyl-(S)-3-(2-fluorophenyl)-3,4-dihydropyridine-1(2H)-carboxylate